2-[METHYL(PROPIONYL)AMINO]ACETIC ACID CN(CC(=O)O)C(CC)=O